N-[3-[2-(difluoromethoxy)-5-(oxetan-3-ylsulfanyl)phenyl]-1H-pyrazol-4-yl]pyrazolo[1,5-a]pyrimidine-3-carboxamide FC(OC1=C(C=C(C=C1)SC1COC1)C1=NNC=C1NC(=O)C=1C=NN2C1N=CC=C2)F